(1R,2S,4S,6R)-2-(hydroxymethyl)-6-isobutyl-2-(methoxymethyl)quinuclidin-3-one OC[C@]1(N2[C@@H](C[C@@H](C1=O)CC2)CC(C)C)COC